N-[(2R,3R,4R,5R)-2,3,4,5,6-pentahydroxyhexyl]benzamide O[C@H](CNC(C1=CC=CC=C1)=O)[C@H]([C@@H]([C@@H](CO)O)O)O